5-(N-(4-chloro-2-((2-chloro-N-(thiophen-2-ylmethyl)benzoylamino)methyl)phenyl)-N-ethylsulfamoyl)-3-Methylbenzofuran-2-carboxylic acid ethyl ester C(C)OC(=O)C=1OC2=C(C1C)C=C(C=C2)S(N(CC)C2=C(C=C(C=C2)Cl)CN(CC=2SC=CC2)C(C2=C(C=CC=C2)Cl)=O)(=O)=O